2,3-dihydroxyl-1-methylaminonaphthalene OC1=C(C2=CC=CC=C2C=C1O)NC